1-(1-bromo-4-(4-fluorobenzyl)-8,8-dimethyl-7,8-dihydro-6H-imidazo[1,2-a]pyrrolo[2,3-e]pyridin-6-yl)-2-((2R,5R)-5-methyl-2-(((R)-3-methylmorpholino)methyl)piperazin-1-yl)ethan-1-one BrC1=CN=C2N1C1=C(C=C2CC2=CC=C(C=C2)F)N(CC1(C)C)C(CN1[C@H](CN[C@@H](C1)C)CN1[C@@H](COCC1)C)=O